1,1-difluoro-2-methoxyethanesulfonyl fluoride FC(COC)(S(=O)(=O)F)F